3-fluoro-4-((6-methylpyridin-2-yl)oxy)benzene FC=1C=CC=CC1OC1=NC(=CC=C1)C